tert-Butyl N-tert-butoxycarbonyl-N-[4-nitro-2-(trifluoromethyl)phenyl]carbamate C(C)(C)(C)OC(=O)N(C(OC(C)(C)C)=O)C1=C(C=C(C=C1)[N+](=O)[O-])C(F)(F)F